N-(3-((2-amino-5-chloropyridin-3-yl)oxy)phenyl)-3-methoxy-benzamide NC1=NC=C(C=C1OC=1C=C(C=CC1)NC(C1=CC(=CC=C1)OC)=O)Cl